C(C(=C)CC(=O)[O-])(=O)OOC itaconic acid, methoxy ester